CC1=CC=C(O1)C=1C=2N(C=C(N1)NC(=O)C1CC1)N=CN2 N-[8-(5-methylfuran-2-yl)-[1,2,4]triazolo[1,5-a]pyrazin-6-yl]cyclopropanecarboxamide